(S)-3-((2-chloro-5-(5-(2-hydroxypropan-2-yl)pyrazin-2-yl)pyridin-4-yl)amino)butan-1-ol ClC1=NC=C(C(=C1)N[C@H](CCO)C)C1=NC=C(N=C1)C(C)(C)O